maleimidodiaminopropionyl-valine C1(C=CC(N1N([C@@H](C(C)C)C(=O)O)C(CC(N)N)=O)=O)=O